(E)-3-(Dimethyliminio)-N,N-dimethyl-2-(7H-pyrrolo[2,3-d]pyrimidin-4-yl)prop-1-en-1-aminium chloride [Cl-].C[N+](=C\C(=C/[NH+](C)C)\C=1C2=C(N=CN1)NC=C2)C.[Cl-]